CC=1C(=NNC1)NC=O N-(4-methyl-1H-pyrazol-3-yl)carboxamide